C1=C(C=CC=2SC3=C(C21)C=CC=C3)B(O)O 2-dibenzo[b,d]thiophene-boronic acid